OCC(C(=O)[O-])CCC(=O)[O-] 2-hydroxymethylglutarate